rel-4'-{3-chloro-4-[(3,5-difluoropyridin-2-yl) (2H2)methoxy]-6-methyl-2-oxopyridin-1-yl}-3'-fluoro-6-(2-hydroxypropan-2-yl)-5'-methyl-[2,2'-bipyridin]-1-ium-1-olate ClC=1C(N(C(=CC1OC([2H])([2H])C1=NC=C(C=C1F)F)C)C1=C(C(=NC=C1C)C=1[N+](=C(C=CC1)C(C)(C)O)[O-])F)=O